CN1N=C(C=C1)NCC=1N=C(N(C1)C=1C=CC=2N(C1)C(=CN2)C(=O)N)C2=NC(=CC=C2)C 6-(4-(((1-Methyl-1H-pyrazol-3-yl)amino)methyl)-2-(6-methylpyridin-2-yl)-1H-imidazol-1-yl)Imidazo[1,2-a]pyridine-3-carboxamide